isocyanotrimethylsilane [N+](#[C-])[Si](C)(C)C